ClC(CCCCCCCCCCCCC)C1=NC=CC=C1 1-chlorotetradecylpyridine